[5-({[tert-butyl(dimethyl)silyl]oxy}methyl)-3-thienyl]methanone [Si](C)(C)(C(C)(C)C)OCC1=CC(=CS1)C=O